C(C)(C)(C)OOC(=O)C=1C=C(C(=O)C2=CC(=C(C=C2)C(=O)O)C(=O)OOC(C)(C)C)C=CC1C(=O)O 3,3'-bis(tert-butylperoxycarbonyl)-4,4'-dicarboxybenzophenone